C(#N)[C@H]1N(CCC1)C(CNC(=O)C1=CC=NC2=CC(=CC=C12)OC)=O 7-Methoxy-quinoline-4-carboxylic acid [2-((S)-2-cyano-pyrrolidin-1-yl)-2-oxo-ethyl]-amide